CO[Si](CCC1CCC2OC2C1)(C)OC dimethoxy-methyl-[2-(7-oxabicyclo[4.1.0]hept-4-yl)ethyl]silane